2,2',2''-(10-(2-oxo-2-(6-oxo-6-(6-(6-(pyridin-2-yl)-1,2,4,5-tetrazin-3-yl)pyridin-3-ylamino)hexylamino)ethyl)-1,4,7,10-tetraazacyclododecane-1,4,7-triyl)triacetic acid O=C(CN1CCN(CCN(CCN(CC1)CC(=O)O)CC(=O)O)CC(=O)O)NCCCCCC(NC=1C=NC(=CC1)C=1N=NC(=NN1)C1=NC=CC=C1)=O